COC1=C(C=CC(=C1)N)NC(C1=C(C=CC=C1)Cl)=O N-(2-methoxy-4-aminophenyl)-2-chlorobenzamide